ClC=1C(=C(C=CC1)NC(=O)C1=CC(=CC=2NC(=NC21)COC)NC(=O)C2=C(C=CC=C2)S(=O)(=O)C)C N-(3-chloro-2-methylphenyl)-2-(methoxymethyl)-6-({[2-(methylsulfonyl)phenyl]carbonyl}amino)-1H-benzoimidazole-4-carboxamide